[N+](=O)([O-])C1=C(C=C(C(=O)OC)C=C1)NC[C@H]1OCC1 (S)-methyl 4-nitro-3-((oxetane-2-ylmethyl)amino)benzoate